methyl 2-((tert-butoxycarbonyl)amino)-3,3,3-trifluoropropanoate C(C)(C)(C)OC(=O)NC(C(=O)OC)C(F)(F)F